2,6-dichloro-N-[2-(1H-indol-3-yl)ethyl]-5-[(2S)-2-amino-3-methoxy-propoxy]pyrimidin-4-amine ClC1=NC(=C(C(=N1)NCCC1=CNC2=CC=CC=C12)OC[C@H](COC)N)Cl